methyl (R)-3-((tert-butoxycarbonyl)amino)-1-(2-((6-((tert-butoxycarbonyl)amino)-9H-purin-9-yl)methyl)-5-chloro-3-cyclobutylphenyl)pyrrolidine-3-carboxylate C(C)(C)(C)OC(=O)N[C@]1(CN(CC1)C1=C(C(=CC(=C1)Cl)C1CCC1)CN1C2=NC=NC(=C2N=C1)NC(=O)OC(C)(C)C)C(=O)OC